C1(CC1)C([C@@H](C(=O)NC1=CC=C(C=C1)C=1C(=NN(C1C)COCC[Si](C)(C)C)C)NC(=O)C=1N(N=CC1)CCS(=O)C)C1CC1 N-[(1S)-1-(dicyclopropylmethyl)-2-[4-[3,5-dimethyl-1-(2-trimethylsilylethoxymethyl)pyrazol-4-yl]anilino]-2-oxo-ethyl]-2-(2-methylsulfinylethyl)pyrazole-3-carboxamide